FC=1C(=C(C=CC1F)C1CCN(CC1)C(=O)C1=NNC=2CN(CCC21)CC(C)(C)C)C(F)(F)F (4-(3,4-difluoro-2-(trifluoromethyl)phenyl)piperidin-1-yl)(6-neopentyl-4,5,6,7-tetrahydro-1H-pyrazolo[3,4-c]pyridin-3-yl)methanone